C(CCC)N1N=C(C(=C1CC(C)C)O)CCC 1-n-Butyl-5-isobutyl-4-hydroxy-3-n-propyl-pyrazol